propargylcholine C(C#C)OCC[N+](C)(C)C